COC(=O)[C@@H]1OC2(O[C@H]1C1=C(C=CC=C1)Cl)CCCCC2 (2R,3S)-methyl-3-(2-chlorophenyl)-1,4-dioxaspiro[4.5]decan-2-carboxylate